C(C1=CC=CC=C1)N1N=C(N=C1)C(=O)N[C@@H]1C(N(C=2N(CC1)N=CC2)C)=O (S)-1-benzyl-N-(4-methyl-5-oxo-5,6,7,8-tetrahydro-4H-pyrazolo-[1,5-a][1,3]diazepin-6-yl)-1H-1,2,4-triazole-3-carboxamide